tert-butyl 3-(cyclopropanecarbonyl)-2-fluoro-5-(trifluoromethyl)benzoate C1(CC1)C(=O)C=1C(=C(C(=O)OC(C)(C)C)C=C(C1)C(F)(F)F)F